9-Dimethylamino-5-[4-(15-butyl-1,13-dioxo-2,14-dioxanonadecyl)phenylimino]benzo[a]phenoxazine CN(C=1C=C2OC3=CC(C4=C(C3=NC2=CC1)C=CC=C4)=NC4=CC=C(C=C4)C(OCCCCCCCCCCC(OC(CCCC)CCCC)=O)=O)C